FC1=C(C(=CC(=C1)OC)F)C1(CC1)C(=O)N[C@H]1[C@H]2CC[C@@H]([C@@H](C1)C)N2C2=NN=NN2 1-(2,6-difluoro-4-methoxyphenyl)-N-((1R,2R,4R,5S)-4-methyl-8-(1H-tetrazol-5-yl)-8-azabicyclo[3.2.1]octan-2-yl)cyclopropane-1-carboxamide